(R)-7'-cyclopropyl-2'-((R)-3-methylmorpholino)-7'H-spiro[cyclopropane-1,6'-pyrazolo[1,5-a]pyrazin]-4'(5'H)-one C1(CC1)[C@@H]1C2(NC(C=3N1N=C(C3)N3[C@@H](COCC3)C)=O)CC2